C(C)(C)(C)OC(NCC1=CC=C(C=C1)Br)=O.C1(=CC=CC=C1)P(C1=C(C=CC=C1)C1=CC=CC=C1)C1=CC=CC=C1 2-(Diphenylphosphino)biphenyl tert-butyl-4-bromobenzyl-carbamate